C(#N)C=1C=C(C=NC1N1N=CC=N1)NC(=O)C=1C=NN(C1C(F)(F)F)C1=CC(=NC=C1)C#N N-(5-cyano-6-(2H-1,2,3-triazol-2-yl)pyridin-3-yl)-1-(2-cyanopyridin-4-yl)-5-(trisFluoromethyl)-1H-pyrazole-4-carboxamide